4-(4-(Difluoromethyl)-8-fluoro-2-methylquinolin-6-yl)-N-(5-(4-ethylpiperazin-1-yl)pyridin-2-yl)-5-fluoropyrimidin-2-amine FC(C1=CC(=NC2=C(C=C(C=C12)C1=NC(=NC=C1F)NC1=NC=C(C=C1)N1CCN(CC1)CC)F)C)F